4a,7,7-Trimethyl-1,4,4a,6,7,8,9,9a-octahydro-5H-benzo[7]annulen-5-one CC12C(CCC(CC1=O)(C)C)CC=CC2